ethyl (2E)-3-[5-bromo-1-(2-methoxy-2-oxoethyl)-6-oxo-1,6-dihydropyridin-2-yl]prop-2-enoate BrC1=CC=C(N(C1=O)CC(=O)OC)/C=C/C(=O)OCC